8-bromooctanoic acid chloride BrCCCCCCCC(=O)Cl